trans-3-(butylamino)-5-(4-hydroxycyclohexyl)-8-methylpyrimido[5,4-f][1,7]naphthyridin-6(5H)-one tristrifluoroacetic acid salt FC(C(=O)O)(F)F.FC(C(=O)O)(F)F.FC(C(=O)O)(F)F.C(CCC)NC=1N=CC=2C=3C=CC(=NC3C(N(C2N1)[C@@H]1CC[C@H](CC1)O)=O)C